C1(=CC=CC=C1)N1N=C(C=C1C1=C(C=CC=C1)C(F)(F)F)C1=C(OCCCC(=O)O)C=CC=C1 4-(2-(1-phenyl-5-(2-(trifluoromethyl)phenyl)-1H-pyrazol-3-yl)phenoxy)butanoic acid